9-(3,5-dimethylpyridin-2-yl)-9H-carbazol-2-ol CC=1C(=NC=C(C1)C)N1C2=CC=CC=C2C=2C=CC(=CC12)O